BrC=1C=NC2=CC=C(C=C2C1)OCCCCCO 5-(3-bromoquinolin-6-yloxy)pentan-1-ol